1-methyl-1,3-thiazole-5-carbaldehyde CS1C=NC=C1C=O